C(#N)C1=CC(=C(C=C1)C(OC1=CC=CC(=N1)C1CCN(CC1)CC1=NC2=C(N1C)C=C(C=C2OC(C)([2H])[2H])C(=O)O)([2H])[2H])F 2-((4-(6-((4-Cyano-2-fluorophenyl)methoxy-d2)pyridin-2-yl)piperidin-1-yl)methyl)-4-(ethoxy-1,1-d2)-1-methyl-1H-benzo[d]imidazole-6-carboxylic acid